N1=C(NCCC1)S 3,4,5,6-tetrahydro-2-pyrimidyl mercaptan